OCC1=CC=C2C(=N1)CN(N2)C2CN(C2)C(=O)OC(C)(C)C tert-Butyl 3-(5-(hydroxymethyl)-1H-pyrazolo[4,3-b]pyridin-2-yl)azetidine-1-carboxylate